(2R,4R)-2-allyl 1-tert-butyl 4-(allyloxy)pyrrolidine-1,2-dicarboxylate C(C=C)O[C@@H]1C[C@@H](N(C1)C(=O)OC(C)(C)C)C(=O)OCC=C